6'-(3-(4,4-difluoropiperidin-1-carbonyl)quinolin-8-yl)-2'-(deuteromethyl)spiro[cyclopropane-1,1'-Isoindoline]-3'-one FC1(CCN(CC1)C(=O)C=1C=NC2=C(C=CC=C2C1)C1=CC=C2C(N(C3(C2=C1)CC3)C[2H])=O)F